7-(bromomethyl)-2-chlorobenzofuran BrCC1=CC=CC=2C=C(OC21)Cl